tert-butyl (4S)-4-[6-amino-8-oxo-7-(4-phenoxyphenyl) purin-9-yl]-3,3-difluoropiperidine-1-carboxylate NC1=C2N(C(N(C2=NC=N1)[C@@H]1C(CN(CC1)C(=O)OC(C)(C)C)(F)F)=O)C1=CC=C(C=C1)OC1=CC=CC=C1